2-(difluoromethyl)-5-[5-[[4-(2-methyl-1H-pyrrolo[2,3-b]pyridin-6-yl)triazol-1-yl]methyl]thiophen-2-yl]-1,3,4-oxadiazole FC(C=1OC(=NN1)C=1SC(=CC1)CN1N=NC(=C1)C1=CC=C2C(=N1)NC(=C2)C)F